(S)-2,3,3-trichloro-2-methylpropanenitrile Cl[C@@](C#N)(C(Cl)Cl)C